C(C=C(C)CCC=C(C)CCC=C(C)C)C(C(=O)O)C farnesylpropionic acid